ClC(=O)C1=CC2=CC3=CC=CC(=C3N=C2C(=C1)CP(C(C)C)C(C)C)CP(C(C)C)C(C)C.[Ru] ruthenium chlorocarbonylhydrido[4,5-bis-(di-i-propylphosphinomethyl)acridine]